C1(CC1)C=1N=CN(C1)C=1N(C(C2=CC=CC=C2C1)=O)C1=NC(=CC=C1)C1=NN=CN1C(C)C (4-cyclopropyl-1H-imidazol-1-yl)-2-(6-(4-isopropyl-4H-1,2,4-triazol-3-yl)pyridin-2-yl)isoquinolin-1(2H)-one